CC([O-])C.[Cs+] cesium iso-propoxide